C(C)(C)(C)[Si](O[C@@H]1C(N[C@H](C1)C1=CC=CC=C1)=O)(C)C trans-3-[tert-butyl-(dimethyl)silyl]oxy-5-phenyl-pyrrolidin-2-one